Cl.CN1N=CC(=C1C)C1NCCC1 1,5-dimethyl-4-(pyrrolidin-2-yl)-1H-pyrazole hydrochloride